SUCCINIMIDYL 6-(β-MALEIMIDO-PROPIONAMIDO)HEXANOATE C1(C=CC(N1CCC(=O)NCCCCCC(=O)ON1C(CCC1=O)=O)=O)=O